FC1=CC=C(C=C1)C(C(N1CCCC1)=O)N1C[C@@H](N(C[C@H]1C)C1=CC(N(C=2C=CC(=NC12)C#N)C)=O)C 8-((2s,5r)-4-(1-(4-fluorophenyl)-2-oxo-2-(pyrrolidin-1-yl)ethyl)-2,5-dimethylpiperazin-1-yl)-5-methyl-6-oxo-5,6-dihydro-1,5-naphthyridine-2-carbonitrile